C=NNC(=O)N formaldehyde semicarbazone